(4-amino-7H-pyrrolo[2,3-d]pyrimidin-7-yl)tetrahydrofuran-3,4-diol NC=1C2=C(N=CN1)N(C=C2)C2OCC(C2O)O